COC1=CC=C(C(=O)[Ge](CC)(CC)C(C2=CC=C(C=C2)OC)=O)C=C1 bis(4-methoxybenzoyl)diethylgermane